4-isopropoxy-1-((4-phenoxybutyryl)glycyl)pyrrolidine-2-carboxamide C(C)(C)OC1CC(N(C1)C(CNC(CCCOC1=CC=CC=C1)=O)=O)C(=O)N